(4S,5R)-1-(7,8-dihydrofuro[3,2-e][1,3]benzothiazol-2-yl)-5-{[(3S)-3-fluoropyrrolidin-1-yl]methyl}-4-methylimidazolidin-2-one N1=C(SC2=C1C1=C(C=C2)OCC1)N1C(N[C@H]([C@H]1CN1C[C@H](CC1)F)C)=O